C(#N)C=1C(=NC(=NC1C1=C(C=CC=C1)C)NS(=O)(=O)C=1C=NN(C1)C)OC1=CC(=CC=C1)N1CCN(CC1)C N-[5-cyano-4-[3-(4-methylpiperazin-1-yl)phenoxy]-6-(o-tolyl)pyrimidin-2-yl]-1-methyl-pyrazole-4-sulfonamide